4-(2-((2,2-difluorotetrahydro-1H-pyrrolizin-7a(5H)-yl)methoxy)-8-fluoro-4-(1,4-oxazepan-4-yl)pyrido[4,3-d]pyrimidin-7-yl)-5-ethynyl-6-fluoronaphthalen-2-ol FC1(CC2(CCCN2C1)COC=1N=C(C2=C(N1)C(=C(N=C2)C2=CC(=CC1=CC=C(C(=C21)C#C)F)O)F)N2CCOCCC2)F